3-(m-tolyl)-1,4,2-dioxazol-5-one C1(=CC(=CC=C1)C1=NOC(O1)=O)C